methyl 4-methyl-benzenesulfonate CC1=CC=C(C=C1)S(=O)(=O)OC